1H-pyrrolo[1,2-a]pyrazine C1C=2N(C=CN1)C=CC2